ClC=1C(=C(C=CC1F)C(N[S@](=O)C(C)(C)C)C=1C=NC(=CC1)C(C)(F)F)F (R)-N-((3-chloro-2,4-difluorophenyl)(6-(1,1-difluoroethyl)pyridin-3-yl)methyl)-2-methylpropane-2-sulfinamide